FC(C(F)(F)F)(CCCO)F 3-(Perfluoroethyl)propanol